N-{(1R)-1-[3-(1,1-difluoroethyl)-2-fluorophenyl]ethyl}-6-ethoxy-2-methylpyrido[3,4-d]pyrimidin-4-amine FC(C)(F)C=1C(=C(C=CC1)[C@@H](C)NC=1C2=C(N=C(N1)C)C=NC(=C2)OCC)F